2-(3,4-dihydroxyphenyl)ethyl alcohol OC=1C=C(C=CC1O)CCO